C(C)(C)(C)C1=NC=CC(=C1Br)OC(C)C Tert-butyl-3-bromo-4-isopropoxypyridine